C(#N)C=1C(=NSC1NC(C(CC)C1=CC=CC=C1)=O)C N-(4-cyano-3-methyl-isothiazol-5-yl)-2-phenyl-butyramide